N-[6-(2,2-difluoro-7-oxo-5H-[1,3]dioxolo[4,5-f]isoindol-6-yl)-5-ethylsulfonyl-3-pyridyl]-N-methyl-acetamide FC1(OC=2C(=CC=3C(N(CC3C2)C2=C(C=C(C=N2)N(C(C)=O)C)S(=O)(=O)CC)=O)O1)F